BrC(C(C)O)NCC1=CC=CC=C1 N-(1-bromo-2-hydroxypropyl)benzylamine